6-chloro-7-(2-pyrimidinyl)-1H-indole ClC1=CC=C2C=CNC2=C1C1=NC=CC=N1